t-Butyl 3-((S)-2-((S)-3-(4-(allyloxy)phenyl)-2-((tert-butoxycarbonyl)amino)propanamido)-3-(((S)-1-methoxy-1-oxopent-4-en-2-yl)amino)-3-oxopropyl)-1H-indole-1-carboxylate C(C=C)OC1=CC=C(C=C1)C[C@@H](C(=O)N[C@@H](CC1=CN(C2=CC=CC=C12)C(=O)OC(C)(C)C)C(=O)N[C@H](C(=O)OC)CC=C)NC(=O)OC(C)(C)C